C(N)(=O)C1=CC=C(C=C1)[C@H](C1=CC(=NC=C1)CCC(=O)OCC)OC1=CC=C2C(CCOC2=C1C)=O (R,S)-ethyl 3-(4-((4-carbamoylphenyl)((8-methyl-4-oxochroman-7-yl)oxy)methyl)pyridin-2-yl)propanoate